3-(5-((8-((4'-fluoro-5,5-dimethyl-3,4,5,6-tetrahydro-[1,1'-biphenyl]-2-yl)methyl)-3,8-diazabicyclo[3.2.1]octan-3-yl)methyl)-1-oxoisoindolin-2-yl)piperidine-2,6-dione FC1=CC=C(C=C1)C1=C(CCC(C1)(C)C)CN1C2CN(CC1CC2)CC=2C=C1CN(C(C1=CC2)=O)C2C(NC(CC2)=O)=O